CC1(CC(C1(O)O)(C)C)C TETRAMETHYL-CYCLOBUTANDIOL